N(O)=C1C(C(=O)O)C=CC=C1 oximinobenzoic acid